C(C)OC(\C=C(\OCC)/N)=O (E)-3-amino-3-ethoxyacrylic acid ethyl ester